6-(prop-2-yn-1-ylamino)hexane-1,2,3,4,5-pentaol C(C#C)NCC(C(C(C(CO)O)O)O)O